Methyloxypropyltriethoxysilane COCCC[Si](OCC)(OCC)OCC